BrC=1C=CC=C(C1NC)N 6-bromo-N-methylbenzene-1,2-diamine